C(C)(C)(C)OC(NC1=CC(=CC=C1)NC1=NC=C(C(=N1)C1=C(C=CC(=C1)[N+](=O)[O-])C)Cl)=O (3-((5-chloro-4-(2-methyl-5-nitrophenyl)pyrimidin-2-yl)amino)phenyl)carbamic acid tert-butyl ester